C(C=C)(=O)NC1=CC=C(C(=O)NC=2C3=C(NN2)C(N(C3)C(=O)NC3(CC3)CN(C)C)(C)C)C=C1 3-(4-acrylamidobenzamido)-N-(1-((dimethylamino)methyl)cyclopropyl)-6,6-dimethyl-4,6-dihydropyrrolo[3,4-c]pyrazole-5(1H)carboxamide